3-bromo-5,6,7,8-tetrahydro-1,6-naphthyridine dihydrochloride Cl.Cl.BrC=1C=NC=2CCNCC2C1